4-(((trans)-4-(4-(1-(2-ethyl-2-hydroxypentyl)-1H-pyrazol-5-yl)phenyl)cyclohexyl)oxy)-1H-1,2,3-triazole-5-carboxylic acid C(C)C(CN1N=CC=C1C1=CC=C(C=C1)[C@@H]1CC[C@H](CC1)OC=1N=NNC1C(=O)O)(CCC)O